N1=C(C=CC=C1)C1=C2CO[C@H](C2=CC=C1)CNC(OC(C)(C)C)=O |r| Racemic-tert-butyl ((4-(pyridin-2-yl)-1,3-dihydroisobenzofuran-1-yl)methyl)carbamate